(7R,8aS)-7-(2,3-dichloro-6-methoxyphenyl)-2-(5-oxopyrrolidin-3-yl)hexahydropyrrolo[1,2-a]pyrazin-4(1H)-one ClC1=C(C(=CC=C1Cl)OC)[C@H]1C[C@@H]2N(C(CN(C2)C2CNC(C2)=O)=O)C1